ethyl 2-(2-((5-(3-(aminomethyl)-2-hydroxyphenyl)-2-methylbenzofuran-3-yl)methoxy)-4-methoxyphenyl)acetate NCC=1C(=C(C=CC1)C=1C=CC2=C(C(=C(O2)C)COC2=C(C=CC(=C2)OC)CC(=O)OCC)C1)O